ClC1=NC=2N(C3=C1CCN3C(=O)OC(C)(C)C)N=CC2C(N[C@@H](COCC2=CC(=CC(=C2)[N+](=O)[O-])F)C)=O tert-butyl (R)-5-chloro-3-((1-((3-fluoro-5-nitrobenzyl) oxy) propan-2-yl) carbamoyl)-6,7-dihydro-8H-pyrazolo[1,5-a]pyrrolo[3,2-e]pyrimidine-8-carboxylate